C(C)(=O)C=1C(N(C2=CC(=NC=C2C1C)Cl)C1CCCC1)=O 3-acetyl-7-chloro-1-cyclopentyl-4-methyl-1,6-naphthyridin-2-one